N-(3-Methyl-4-((2-methylpyrimidin-5-yl)oxy)phenyl)-5,6,7,8-tetrahydropyrido[4',3':4,5]thieno[2,3-d]pyrimidin-4-amine CC=1C=C(C=CC1OC=1C=NC(=NC1)C)NC=1C2=C(N=CN1)SC1=C2CCNC1